C(=O)(O)[C@H](O)[C@@H](O)C(=O)O.N[C@H]([C@H](O)C=1C=C(C=CC1)O)C 3-((1R,2S)-2-amino-1-hydroxypropyl)phenol L-tartrate